FC(F)(F)SC=1C=CC=NC1 5-(trifluoromethylsulfanyl)pyridine